tert-Butyl (S)-(4-(5-phenyloxazol-2-yl)-4-(3-(4,4,5,5-tetramethyl-1,3,2-dioxaborolan-2-yl)benzamido)butyl)carbamate C1(=CC=CC=C1)C1=CN=C(O1)[C@H](CCCNC(OC(C)(C)C)=O)NC(C1=CC(=CC=C1)B1OC(C(O1)(C)C)(C)C)=O